benzyl (R)-7-((tert-butyldimethylsilyl)oxy)-5-oxo-2-azaspiro[3.4]octane-2-carboxylate [Si](C)(C)(C(C)(C)C)O[C@H]1CC(C2(CN(C2)C(=O)OCC2=CC=CC=C2)C1)=O